NC1=NNC2=CC(=CC=C12)CNC([C@H](C)NC(=O)[C@@H]1N(C[C@H](C1)C1=CC=CC=C1)C(=O)OC(C)(C)C)=O tert-Butyl (2R,4R)-2-(((S)-1-(((3-amino-1H-indazol-6-yl)methyl)amino)-1-oxopropan-2-yl)carbamoyl)-4-phenylpyrrolidine-1-carboxylate